NC1=NN=C(O1)C1=NC=CC(=C1)C1=CC=C(C=C1)S(=O)(=O)N1CC(C(CC1)NC1=NC=C(C=C1)C(F)(F)F)O 1-((4-(2-(5-amino-1,3,4-oxadiazol-2-yl)pyridin-4-yl)phenyl)sulfonyl)-4-((5-(trifluoromethyl)pyridin-2-yl)amino)piperidin-3-ol